Tert-butyl (S)-4-(2-(4-(2-acetyl-5-chlorophenyl)-6-oxo-3-(oxetan-3-yloxy)-pyridazin-1(6H)-yl)-3-phenylpropanamido)benzoate C(C)(=O)C1=C(C=C(C=C1)Cl)C=1C(=NN(C(C1)=O)[C@H](C(=O)NC1=CC=C(C(=O)OC(C)(C)C)C=C1)CC1=CC=CC=C1)OC1COC1